3-(p-tolyl)-5-(2,2,2-trifluoroethyl)-1,2,4-oxadiazole C1(=CC=C(C=C1)C1=NOC(=N1)CC(F)(F)F)C